1-(4-hydroxy-4-((4-(trifluoromethyl)phenyl)ethynyl)piperidin-1-yl)prop-2-en-1-one tert-butyl-5-chloro-2-oxo-1-(3-oxocyclobutyl)-1,2-dihydrospiro[indole-3,4'-piperidine]-1'-carboxylate C(C)(C)(C)OC(=O)N1CCC2(CC1)C(N(C1=CC=C(C=C12)Cl)C1CC(C1)=O)=O.OC1(CCN(CC1)C(C=C)=O)C#CC1=CC=C(C=C1)C(F)(F)F